C[C@@H]1[C@@H]([C@@H]2[C@H](O1)C[C@@]3(O2)C=CC(=O)O3)O pyrenolide-D